tert-butyl ((2-(3-((1r,3r)-3-methoxy-1-(4-methyl-4H-1,2,4-triazol-3-yl)cyclobutyl)phenyl)-3-oxo-7-(trifluoromethyl)isoindolin-5-yl)methyl)(1-methylcyclobutyl)carbamate COC1CC(C1)(C1=NN=CN1C)C=1C=C(C=CC1)N1CC2=C(C=C(C=C2C1=O)CN(C(OC(C)(C)C)=O)C1(CCC1)C)C(F)(F)F